BrC=1N=CN(C1)COCC[Si](C)(C)C 4-bromo-1-{[2-(trimethylsilyl)ethoxy]methyl}imidazole